CNS(=O)(=O)C=1NC2=C(N1)C=CC=C2 N-methyl-2-benzimidazolesulfonamide